1-(2-(piperidin-4-yl)ethyl)pyrrolidin-2-one hydrochloride Cl.N1CCC(CC1)CCN1C(CCC1)=O